ClC=1C=C(O[C@@H]2CN(CC2)C(=O)OC(C)(C)C)C=C(C1)OCC(F)(F)F tert-butyl (3S)-3-[3-chloro-5-(2,2,2-trifluoroethoxy)phenoxy]pyrrolidine-1-carboxylate